5-(3-(difluoromethyl)imidazo[1,2-a]pyrimidin-6-yl)-6-fluoro-N-((3S,4S)-3-fluoro-1-(oxetan-3-yl)piperidin-4-yl)-4-methoxypyrrolo[2,1-f][1,2,4]triazin-2-amine FC(C1=CN=C2N1C=C(C=N2)C=2C(=CN1N=C(N=C(C12)OC)N[C@@H]1[C@H](CN(CC1)C1COC1)F)F)F